ClC1=C(C=CC=C1)[C@H]1CC[C@H](N1C(=O)C1=CC=C(C=C1)C1=C(C(=CC=C1)NS(=O)(=O)C)C)C(=O)O (2S,5R)-5-(2-chlorophenyl)-1-(2'-methyl-3'-(methylsulfonylamino)-[1,1'-biphenyl]-4-carbonyl)pyrrolidine-2-carboxylic acid